2-Amino-N-(1-{2-[(1S,2S,4R,8S,9S,11S,12S,13R)-11-hydroxy-9,13-dimethyl-16-oxo-6-propyl-5,7-dioxapentacyclo[10.8.0.02,9.04,8.013,18]icosa-14,17-dien-8-yl]-2-oxoethoxy}propyl)acetamide NCC(=O)NC(CC)OCC(=O)[C@@]12OC(O[C@@H]1C[C@H]1[C@@H]3CCC4=CC(C=C[C@@]4([C@H]3[C@H](C[C@]21C)O)C)=O)CCC